C(C)(C)(C)OC(=O)NCC1=C(C=CC(=N1)C(=O)OC)C(CO[Si](C1=CC=CC=C1)(C1=CC=CC=C1)C(C)(C)C)OS(=O)(=O)C methyl 6-(((tert-butoxycarbonyl)amino)methyl)-5-(2-((tert-butyldiphenylsilyl)oxy)-1-((methylsulfonyl)oxy)ethyl)picolinate